C1=NC2=C(N1[C@H]3[C@@H]([C@@H]([C@H](O3)COP(=O)(O)O)O)O)NC(=O)NC2=S 6-Thioxanthine 5'-monophosphate